ClC1=CC=C(CN2N=C(C=C2C(=O)N)C2=CC(=C(C(=C2)OC)OC)OC)C=C1 (4-chlorobenzyl)-3-(3,4,5-trimethoxyphenyl)-1H-pyrazole-5-carboxamide